CC=1C=C(C=C(C1)C)CCC[C@@H](C(NC1=CC=CC=C1)=O)NC(OCC1C2=CC=CC=C2C=2C=CC=CC12)=O 9H-fluoren-9-ylmethyl N-[(1S)-4-(3,5-dimethylphenyl)-1-(phenylcarbamoyl) butyl]carbamate